1,3,3-Trimethyl-6'-(4-[N-(4-butylphenyl)carbamoyl]-piperidin-1-yl)spiro[indolin-2,3'-3H-naphtho[2,1-b][1,4]oxazin] CN1C2=CC=CC=C2C(C12C=NC1=C(O2)C=C(C2=CC=CC=C21)N2CCC(CC2)C(NC2=CC=C(C=C2)CCCC)=O)(C)C